trans-Styrene C=CC1=CC=CC=C1